3-AMINO-4-[4-[4-(DIMETHYLCARBAMOYL)PHENYL]-1,4-DIAZEPAN-1-YL]THIENO[2,3-B]PYRIDINE-2-CARBOXAMIDE NC1=C(SC2=NC=CC(=C21)N2CCN(CCC2)C2=CC=C(C=C2)C(N(C)C)=O)C(=O)N